OC1=NC=NC=C1NC=O 4-hydroxy-5-formamidopyrimidine